C(#N)C1=CC=C(C=C1)COC1=NN=C(S1)NC(=O)C=1C(=NC(=NC1)C)C1=C(C=CC=C1)C#C N-[5-((4-cyanophenyl)methoxy)-1,3,4-thiadiazol-2-yl]-4-(2-ethynylphenyl)-2-methylpyrimidine-5-carboxamide